tert-Butyl (S)-(1-(4-bromo-6,7-dichloro-1-(phenylsulfonyl)-1H-indol-2-yl)-3-hydroxypropan-2-yl)carbamate BrC1=C2C=C(N(C2=C(C(=C1)Cl)Cl)S(=O)(=O)C1=CC=CC=C1)C[C@@H](CO)NC(OC(C)(C)C)=O